C12(C(C=CC=C1)O2)O Phenol oxid